3-(4-nitrophenyl)-4-(trifluoromethyl)-1,2-oxazole [N+](=O)([O-])C1=CC=C(C=C1)C1=NOC=C1C(F)(F)F